6-chloro-N-(4-methylbenzyl)-2-(4-methylpiperazin-1-yl)pyrido[3,4-d]pyrimidin-4-amine ClC1=CC2=C(N=C(N=C2NCC2=CC=C(C=C2)C)N2CCN(CC2)C)C=N1